O1C(=CC=C1)N[C@H](C)C(=O)O D-2-Furylalanine